(2R,6R)-4-((1S)-(2,6-difluorophenyl)(1,4-dioxan-2-yl)methyl)-1-isobutyryl-6-methyl-N-(4-(pyrimidin-2-yl)benzyl)piperazine-2-carboxamide FC1=C(C(=CC=C1)F)[C@H](N1C[C@@H](N([C@@H](C1)C)C(C(C)C)=O)C(=O)NCC1=CC=C(C=C1)C1=NC=CC=N1)C1OCCOC1